C(CCC)OCC(=O)NC=1C=C2C=3CC(CCC3NC2=CC1)CNCCC1=CC=C(C=C1)Br 6-(butoxyacetyl)amino-3-(1-(4-bromophenyl)eth-2-yl)aminomethyl-1,2,3,4-tetrahydro-9H-carbazole